NC1=C(C=C(C(=N1)F)C=1C=CC(=C(C#N)C1)OC1CCN(CC1)CC(F)(F)F)C=1C=C2CCNC(C2=CC1)=O 5-(6-amino-2-fluoro-5-(1-oxo-1,2,3,4-tetrahydroisoquinolin-6-yl)pyridin-3-yl)-2-((1-(2,2,2-trifluoroethyl)piperidin-4-yl)oxy)benzonitrile